tert-butyl 4-(7-(2-amino-7-fluorobenzo[d]thiazol-4-yl)-6-chloro-8-fluoro-2-(((S)-1-methylpyrrolidin-2-yl)methoxy)quinazolin-4-yl)piperazin-1-carboxylate NC=1SC2=C(N1)C(=CC=C2F)C2=C(C=C1C(=NC(=NC1=C2F)OC[C@H]2N(CCC2)C)N2CCN(CC2)C(=O)OC(C)(C)C)Cl